4-(2-chloro-3-(6-methoxy-5-((7-oxo-2,6-diazaspiro[3.4]octan-2-yl)methyl)pyridin-2-yl)phenyl)-2-(3-methoxy-4-((7-oxo-2,6-diazaspiro[3.4]octan-2-yl)methyl)phenyl)nicotinonitrile ClC1=C(C=CC=C1C1=NC(=C(C=C1)CN1CC2(C1)CNC(C2)=O)OC)C2=CC=NC(=C2C#N)C2=CC(=C(C=C2)CN2CC1(C2)CNC(C1)=O)OC